FC1=C(C=CC2=C1NCCO2)F 5,6-difluoro-3,4-dihydro-2H-1,4-benzoxazine